2-(1-(Cyclopropylmethyl)-1H-indol-2-yl)-4-(2-hydroxyethyl)-3-methylbenzo[b]thiophene-6-carboxylic acid C1(CC1)CN1C(=CC2=CC=CC=C12)C1=C(C2=C(S1)C=C(C=C2CCO)C(=O)O)C